2,4-bis((benzyloxy)methyl)-1-(tert-butoxycarbonyl)pyrrolidine-2,4-dicarboxylic acid C(C1=CC=CC=C1)OCC1(N(CC(C1)(C(=O)O)COCC1=CC=CC=C1)C(=O)OC(C)(C)C)C(=O)O